N-[2-fluoro-3-(4-methyl-6-oxo-1,6-dihydropyrimidin-2-yl)-4-(trifluoromethyl)benzyl]-1-[4-(Trifluoromethoxy)phenyl]piperidine-4-carboxamide FC1=C(CNC(=O)C2CCN(CC2)C2=CC=C(C=C2)OC(F)(F)F)C=CC(=C1C=1NC(C=C(N1)C)=O)C(F)(F)F